5-[(1R)-1-(3,5-dichloro-4-pyridinyl)ethoxy]-1H-indazole ClC=1C=NC=C(C1[C@@H](C)OC=1C=C2C=NNC2=CC1)Cl